CC1=C(C(=CC(=C1)C)C)[NH+]1CN(CC1)C1=C(C=C(C=C1C)C)C 1,3-bis(2,4,6-trimethylphenyl)-imidazolinium